8-(3-aminophenyl)-N-(2-methoxy-4-morpholinylphenyl)quinazolin-2-amine NC=1C=C(C=CC1)C=1C=CC=C2C=NC(=NC12)NC1=C(C=C(C=C1)N1CCOCC1)OC